[Na].[Na].CC=1C=C2C(=C(N(C2=CC1C(=O)O)CC)CCCCC)CCC(=O)O 5-methyl-1-ethyl-2-pentyl-3-(2-carboxyethyl)-indole-6-carboxylic acid disodium